5-[3-(1H-1,3-benzo-diazol-5-yl)-1,2,4-oxadiazol-5-yl]-2-[(2,2,2-trifluoroethyl)amino]benzonitrile N1C=NC2=C1C=CC(=C2)C2=NOC(=N2)C=2C=CC(=C(C#N)C2)NCC(F)(F)F